7-Bromo-3-butyl-3-ethyl-8-methoxy-2-(4-methoxybenzyl)-5-phenyl-2,3,4,5-tetrahydro-1,2,5-benzothiadiazepine 1,1-dioxide BrC=1C(=CC2=C(N(CC(N(S2(=O)=O)CC2=CC=C(C=C2)OC)(CC)CCCC)C2=CC=CC=C2)C1)OC